ClC1=C(C=C(OCC(=O)NC23CCC(C2)(C3)C(=O)NC3=CC=C(C=C3)Cl)C=C1)F 4-[2-(4-chloro-3-fluorophenoxy)acetamido]-N-(4-chlorophenyl)bicyclo[2.1.1]hexane-1-carboxamide